methyl 5-amino-6-[(tert-butoxycarbonyl)(2-chloro-5-fluorophenyl)amino]pyridine-3-carboxylate NC=1C=C(C=NC1N(C1=C(C=CC(=C1)F)Cl)C(=O)OC(C)(C)C)C(=O)OC